N-(5-((6-((R)-3-(2,3-difluorophenyl)isoxazolidine-2-yl)pyrimidine-4-yl)amino)-4-methoxy-2-(4-(4-(oxetane-3-yl)piperazine-1-yl)piperidine-1-yl)phenyl)acrylamide FC1=C(C=CC=C1F)[C@@H]1N(OCC1)C1=CC(=NC=N1)NC=1C(=CC(=C(C1)NC(C=C)=O)N1CCC(CC1)N1CCN(CC1)C1COC1)OC